CC1=CC(=CS1)C1(CC1)C#N 1-(5-Methylthiophen-3-yl)cyclopropanenitrile